5-(5-amino-1-methyl-1H-pyrazol-3-yl)-N-((5-(tert-butyl)-2-methoxyphenyl)sulfonyl)quinoline-2-carboxamide NC1=CC(=NN1C)C1=C2C=CC(=NC2=CC=C1)C(=O)NS(=O)(=O)C1=C(C=CC(=C1)C(C)(C)C)OC